C(CCC)SC1=C(C=2C(=NC(=CC2C2=CC=CC=C2)C=2SC=CC2)S1)NC(OC)=O methyl (2-(butylthio)-4-phenyl-6-(thiophen-2-yl)thieno[2,3-b]pyridin-3-yl)carbamate